The molecule is a butenedioic acid in which the double bond has cis- (Z)-configuration. It has a role as a plant metabolite, an algal metabolite and a mouse metabolite. It is a conjugate acid of a maleate(1-) and a maleate. C(=C\\C(=O)O)\\C(=O)O